C(C(C)C)C1=CC=C(C=C1)OC(OC1=CC=C(C=C1)CC(C)C)=O Di-(4-iso-butylphenyl)-carbonat